S1C(=NC2=C1C=CC=C2)S.[Ag+] silver(I) 2-benzothiazolethiol salt